(3R)-3-amino-5-[(4-chlorophenyl)methyl]-8-fluoro-7-[5-(1-fluoro-1-methyl-ethyl)-1,2,4-oxadiazol-3-yl]-1,1-dioxo-2,3-dihydro-1λ6,5-benzothiazepin-4-one N[C@H]1CS(C2=C(N(C1=O)CC1=CC=C(C=C1)Cl)C=C(C(=C2)F)C2=NOC(=N2)C(C)(C)F)(=O)=O